FC1=C(C(=CC=C1)F)C1=CC(=CN=N1)NC1=NC=C(C=C1)N1C(CN(CC1)C)=O 6-(2,6-Difluorophenyl)-4-((5-(4-methyl-2-oxopiperazin-1-yl)pyridin-2-yl)amino)pyridazine